CC1=C(C=NC(=C1)C(CC)=O)B(O)O 4-methyl-6-propionylpyridin-3-ylboronic acid